C(CC(O)(C(=O)O)CC(=O)O)(=O)O.O1C(NC2=C1C=CC=C2)=O benzo[d]oxazol-2(3H)-one citrate